C(C)OC(COCCOCCOCCO)O ethoxytetraethylene glycol